FC(C1=NN=C(O1)C1=CC(=C(CN2N=NC(=C2)C=2C=C(NCC)C=CC2)C(=C1)F)F)F 3-(1-(4-(5-(difluoromethyl)-1,3,4-oxadiazol-2-yl)-2,6-difluorobenzyl)-1H-1,2,3-triazol-4-yl)-N-ethylaniline